NC(CCC(C(=O)OC)N1C(C2=CC=CC(=C2C1)NS(=O)(=O)C1=C(C=CC=C1)[N+](=O)[O-])=O)=O methyl 5-amino-2-(4-((2-nitrophenyl)sulfonamido)-1-oxoisoindolin-2-yl)-5-oxopentanoate